[Li+].C1(CCCCC1)C(C(=O)[O-])C(=O)OCC 2-cyclohexyl-3-ethoxy-3-oxopropanoic acid lithium salt